FC1=C(O[C@@H](C)C2=NN=C3N2C=CC=C3)C(=CC(=C1)F)F ((S)-1-(2,4,6-trifluorophenoxy)ethyl)[1,2,4]triazolo[4,3-a]pyridine